azo-barbituric acid nickel [Ni].N(=NC1C(NC(NC1=O)=O)=O)C1C(NC(NC1=O)=O)=O